CC(C(=O)OCC(C)(NC1=NC2=C(N1)C=CC=C2CNC=2OC=CN2)C2=CC(=C(C=C2)F)Cl)(C)C 2-(3-chloro-4-fluorophenyl)-2-[(4-{[(1,3-oxazol-2-yl)amino]methyl}-1H-1,3-benzodiazol-2-yl)amino]propyl 2,2-dimethylpropanoate